OCCCCCCCC#CC1=CC=C2C(=NN(C2=C1)C)N1C(NC(CC1)=O)=O 1-(6-(9-hydroxynon-1-yn-1-yl)-1-methyl-1H-indazol-3-yl)dihydropyrimidine-2,4(1H,3H)-dione